ClC1=C2C=NNC2=CC=C1C=1C=CC(=NC1)NC(OC(C)(C)C)=O Tert-butyl (5-(4-chloro-1H-indazol-5-yl)pyridin-2-yl)carbamate